N-((2S,3R,4R,5R,6R)-2-(allyloxy)-4,5-dihydroxy-6-((4-(hydroxymethyl)-1H-1,2,3-triazol-1-yl)methyl)tetrahydro-2H-pyran-3-yl)-2,2,2-trifluoroacetamide C(C=C)O[C@H]1O[C@@H]([C@@H]([C@@H]([C@H]1NC(C(F)(F)F)=O)O)O)CN1N=NC(=C1)CO